(p-nonyl-phenyl)(2-ethyl-hexyl)phosphonic acid C(CCCCCCCC)C1=CC=C(C=C1)OP(O)(=O)CC(CCCC)CC